OC1=C2C=C(C(C2=C(C=C1C)C)=C)C 4-hydroxy-2,5,7-trimethyl-1-methylene-1H-inden